(R)-6-(((1-(1-(tert-butyl)piperidin-4-yl)-1H-1,2,3-triazol-4-yl)(thiazol-5-yl)methyl)amino)-8-chloro-4-((3-chloro-4-fluorophenyl)amino)quinoline-3-carbonitrile C(C)(C)(C)N1CCC(CC1)N1N=NC(=C1)[C@H](C1=CN=CS1)NC=1C=C2C(=C(C=NC2=C(C1)Cl)C#N)NC1=CC(=C(C=C1)F)Cl